N1=CC(=CC=C1)NC(=O)C1NCCC1 2-(pyridine-3-yl-carbamoyl)pyrrolidine